C1(CCCCC1)N(C(CSCC(=O)N(C1CCCCC1)C1CCCCC1)=O)C1CCCCC1 N,N,N',N'-Tetracyclohexyl-2,2'-thiodiacetamide